6-[4-[acetyl(isobutyl)amino]-3-chloro-phenyl]-N-(3-pyridylmethyl)pyridine-3-carboxamide C(C)(=O)N(C1=C(C=C(C=C1)C1=CC=C(C=N1)C(=O)NCC=1C=NC=CC1)Cl)CC(C)C